bis(epsilon-azido-L-lysyl)-cystamine dihydrochloride Cl.Cl.N(=[N+]=[N-])C(CCC[C@H](N)C(=O)N(CCSSCCN)C([C@@H](N)CCCC(N)N=[N+]=[N-])=O)N